N'-hydroxy-2-methoxyisonicotinamidine ON=C(C1=CC(=NC=C1)OC)N